Tert-butyl(tert-butoxycarbonyl)(3-(3-(4-((3-cyclopropylureido)methylene)phenyl)isoxazol-5-yl)-5-(4-(Isopropylsulfonyl)phenyl)pyrazin-2-yl)carbamate C(C)(C)(C)OC(N(C1=NC=C(N=C1C1=CC(=NO1)C1=CCC(C=C1)=CNC(=O)NC1CC1)C1=CC=C(C=C1)S(=O)(=O)C(C)C)C(=O)OC(C)(C)C)=O